tris(((Z)-1,3-bis(3,5-bis(trifluoromethyl)phenyl)-2-cyano-3-oxoprop-1-en-1-yl)oxy)iron FC(C=1C=C(C=C(C1)C(F)(F)F)/C(=C(/C(=O)C1=CC(=CC(=C1)C(F)(F)F)C(F)(F)F)\C#N)/O[Fe](O\C(=C(/C(C1=CC(=CC(=C1)C(F)(F)F)C(F)(F)F)=O)\C#N)\C1=CC(=CC(=C1)C(F)(F)F)C(F)(F)F)O\C(=C(/C(C1=CC(=CC(=C1)C(F)(F)F)C(F)(F)F)=O)\C#N)\C1=CC(=CC(=C1)C(F)(F)F)C(F)(F)F)(F)F